2-[3-(5-chloro-2,4-difluoro-phenyl)-1H-pyrazol-4-yl]-7-[4-(4-methylpiperazin-1-yl)-1-piperidyl]-1,5-naphthyridine ClC=1C(=CC(=C(C1)C1=NNC=C1C1=NC2=CC(=CN=C2C=C1)N1CCC(CC1)N1CCN(CC1)C)F)F